6',6'''-(((diisopropylgermanediyl)bis(methylene))bis(oxy))bis(3-(3,6-di-tert-butyl-9H-carbazol-9-yl)-3'-fluoro-5-(2,4,4-trimethylpentan-2-yl)-[1,1'-biphenyl]-2-ol) C(C)(C)[Ge](COC1=CC=C(C=C1C=1C(=C(C=C(C1)C(C)(CC(C)(C)C)C)N1C2=CC=C(C=C2C=2C=C(C=CC12)C(C)(C)C)C(C)(C)C)O)F)(COC1=CC=C(C=C1C=1C(=C(C=C(C1)C(C)(CC(C)(C)C)C)N1C2=CC=C(C=C2C=2C=C(C=CC12)C(C)(C)C)C(C)(C)C)O)F)C(C)C